BrC1=C(OCC=2CCN(CC2)C(=O)OC(C)(C)C)C=CC(=C1)[N+](=O)[O-] tert-butyl 4-((2-bromo-4-nitrophenoxy)methyl)-3,6-dihydropyridine-1(2H)-carboxylate